((1R,5S,7R)-2-oxabicyclo[3.2.0]hept-7-yl)-8-(methylamino)-6-((2-oxo-2H-[1,2'-bipyridin]-3-yl)amino)imidazo[1,2-b]pyridazine-3-carboxamide [C@H]12OCC[C@@H]2C[C@@H]1C=1N=C2N(N=C(C=C2NC)NC=2C(N(C=CC2)C2=NC=CC=C2)=O)C1C(=O)N